OC(C(=O)C1=CC(=CC=2NC(COC21)=O)OCC2=CC=CC=C2)OCC 8-(2-hydroxy-2-ethoxy-acetyl)-6-(phenylmethoxy)-4H-1,4-benzoxazine-3-one